C1(CC1)[C@]1(C(N(C[C@H]1C)C=1C=2N(C=C(N1)C1=NC(=CC=C1)OC)N=CC2)=O)C#N (3R,4S)-3-cyclopropyl-1-[6-(6-methoxypyridin-2-yl)pyrazolo[1,5-a]pyrazin-4-yl]-4-methyl-2-oxopyrrolidine-3-carbonitrile